methyl 5-benzyl-3-((2-methyloxazole-4-carboxamido)methyl)-4,5-dihydroisoxazole-5-carboxylate C(C1=CC=CC=C1)C1(CC(=NO1)CNC(=O)C=1N=C(OC1)C)C(=O)OC